L-Serinol NC(CO)CO